2-[2-(1-pyrrolidinyl)propoxy]propyl-N-methyl-N-ethyl-amine N1(CCCC1)C(COC(CN(CC)C)C)C